CC1=NC=CC(C1OCC1=CC=C(C=C1)OC)=O 2-methyl-3-(4-methoxybenzyloxy)-pyridin-4-one